C(C1CO1)OC(C)C iso-propyl glycidyl ether